S1CNCC1 thiazolidine